N-Methyl-3-(1-methylimidazol-4-yl)-4-[4-(trifluoromethyl)anilino]benzenesulfonamide CNS(=O)(=O)C1=CC(=C(C=C1)NC1=CC=C(C=C1)C(F)(F)F)C=1N=CN(C1)C